C(C)(C)C=1C=C(C=C(C1)C(C)C)C(=[Zr](C1C2=CC(=CC=C2C=2C=CC(=CC12)C(C)(C)C)C(C)(C)C)C1C=CC=C1)C1CCC1 (3,5-di-isopropylphenyl)(cyclobutyl)methylene(cyclopentadienyl)(2,7-di-tert-butylfluoren-9-yl)zirconium